C(CCC)C=1N(C2=C(C(=NC=3C=CC=CC23)N)N1)CC1=CC=C(C=C1)CNCC1CC(C1)F 2-butyl-1-(4-((((3-fluorocyclobutyl)methyl)amino)methyl)benzyl)-1H-imidazo[4,5-c]quinoline-4-amine